3-(4-Hydroxyphenyl)-8-methoxy-2-(trifluoromethyl)-4H-pyrimido[1,2-a]pyrimidin-4-one OC1=CC=C(C=C1)C1=C(N=C2N(C1=O)C=CC(=N2)OC)C(F)(F)F